CC1=CC=C(C=C1)S(=O)(=O)O.C(C1=CC=CC=C1)N[C@@H](CC(C)C)C(=O)O benzyl-leucine p-toluenesulfonate